rac-(1S,2S,4R)-4-amino-2-methylcyclohexan-1-ol N[C@H]1C[C@@H]([C@H](CC1)O)C |r|